1-[6-(6-bromo-5-methoxy-benzimidazol-1-yl)-3-(difluoromethyl)-2-pyridyl]-5-methyl-pyrazole-3-carbonitrile BrC=1C(=CC2=C(N(C=N2)C2=CC=C(C(=N2)N2N=C(C=C2C)C#N)C(F)F)C1)OC